C1(CC1)C(=O)N1CC=2N=C(SC2C1)NC(C1=CN=C(C=C1C1=C(C=CC=C1)OC)C)=O N-(5-(Cyclopropane-carbonyl)-5,6-dihydro-4H-pyrrolo[3,4-d]thiazol-2-yl)-4-(2-methoxyphenyl)-6-methylnicotinamide